[C-]#N.C(CCCCCCCC)[N+]1=CC(=CC=C1)CCCC 1-nonyl-3-butylpyridinium cyanide salt